O=C1NC(CCC1N1C2=C(OCC1=O)C(=CC=C2)C2CCN(CC2)CC(=O)O)=O 2-(4-(4-(2,6-dioxopiperidin-3-yl)-3-oxo-3,4-dihydro-2H-benzo[b][1,4]oxazin-8-yl)piperidin-1-yl)acetic acid